Br.COC=1C=C(CN2C(SC3=C2CCCC3)=N)C=CC1OC 3-(3,4-Dimethoxybenzyl)-4,5,6,7-tetrahydrobenzo[d]thiazol-2(3H)-imine hydrogen bromide